NC1=NC(=C(C=2N1N=C(N2)CC2=NC=CC=C2F)C2=C(N=C(O2)C)CO)C=2C=C(C#N)C=CC2 3-(5-amino-2-((3-fluoropyridin-2-yl)methyl)-8-(4-(hydroxymethyl)-2-methyl-oxazol-5-yl)-[1,2,4]triazolo[1,5-c]pyrimidin-7-yl)benzonitrile